3-bromo-5-(9H-carbazol-9-yl)benzonitrile BrC=1C=C(C#N)C=C(C1)N1C2=CC=CC=C2C=2C=CC=CC12